N1=NCCC1 Diazolen